benzothiazoline S1C=NC2=C1C=CC=C2